COC(=O)C1=NN(C=N1)C=C 1-vinyl-1H-1,2,4-triazole-3-carboxylic acid methyl ester